C(#N)C=1C=C(C=CC1)N1C(N([C@@H](C1)C#N)C1=CN=CC2=CC=CC=C12)=O (s)-1-(3-cyanophenyl)-3-(isoquinolin-4-yl)-2-oxoimidazolidine-4-carbonitrile